(S)-4-(((S)-3-fluoro-2-methoxypropyl)(4-(5,6,7,8-tetrahydro-1,8-naphthyridin-2-yl)butyl)amino)-2-(2-(trifluoromethyl)benzamido)butanoic acid FC[C@H](CN(CC[C@@H](C(=O)O)NC(C1=C(C=CC=C1)C(F)(F)F)=O)CCCCC1=NC=2NCCCC2C=C1)OC